FC1=CN=C2N1C=C(C=C2)C2=CNC=1N=C(N=CC12)NC1CC(C1)(C(=O)N(C)C)C (1s,3s)-3-((5-(3-fluoroimidazo[1,2-a]pyridin-6-yl)-7H-pyrrolo[2,3-d]pyrimidin-2-yl)amino)-N,N,1-trimethylcyclobutane-1-carboxamide